S1C=NC2=C1C=CC(=C2)NC2=CC=NC1=CC=C(C=C21)C2=CC(=C(C=C2)C(=O)N2CC1CNCC1C2)F (4-(4-(benzo[d]thiazol-5-ylamino)quinolin-6-yl)-2-fluorophenyl)(hexahydro-pyrrolo[3,4-c]pyrrol-2(1H)-yl)methanone